C1(CC1)[C@]1(C(N(C[C@H]1C)C=1C=2N(C=C(N1)C=1C=NN(C1)C1CCOCC1)N=CC2)=O)C#N (3R,4S)-3-cyclopropyl-4-methyl-1-[6-[1-(oxan-4-yl)pyrazol-4-yl]pyrazolo[1,5-a]pyrazin-4-yl]-2-oxopyrrolidine-3-carbonitrile